C(C(C)C)C(C(C(=O)[O-])C#N)C(C(=O)[O-])C(=O)OCC 3-isobutyl-2-cyano-4-ethoxycarbonyl-glutarate